ClC=1C(=NC(=NC1)NC1=C(C=C(C(=C1)C)N1CCC(CC1)N1CCN(CC1)C)OC)N(S(=O)(=O)C)C1=C(C=CC=C1)NS(=O)(=O)C N-(5-chloro-2-((2-methoxy-5-methyl-4-(4-(4-methylpiperazin-1-yl)piperidin-1-yl)phenyl)amino)pyrimidin-4-yl)-N-(2-(methylsulfonamido)phenyl)methanesulfonamide